1-(2,4-diethyldibenzo[b,d]furan-3-yl)-2-(7-phenyldibenzo[b,d]thiophen-4-yl)-1H-benzo[d]imidazole C(C)C1=CC2=C(OC3=C2C=CC=C3)C(=C1N1C(=NC3=C1C=CC=C3)C3=CC=CC1=C3SC3=C1C=CC(=C3)C3=CC=CC=C3)CC